2-Chloro-4-(3-methyl-8-(4-(2-oxo-7-azaspiro[3.5]nonane-7-carbonyl)phenyl)-2,8-diazaspiro[4.5]decan-2-yl)benzonitrile ClC1=C(C#N)C=CC(=C1)N1CC2(CC1C)CCN(CC2)C2=CC=C(C=C2)C(=O)N2CCC1(CC(C1)=O)CC2